C1C2CC3CC1CC(C2)(C3)NCCN n-(1-adamantyl)ethylenediamine